BrC1=CC=C(C=C1C#N)C#N 6-bromoisophthalonitrile